2-(((1-methyl-1H-1,2,4-triazol-3-yl)methoxy)methyl)-N-(1-methyl-1H-tetrazol-5-yl)-6-(perfluoroethyl)nicotinamide CN1N=C(N=C1)COCC1=C(C(=O)NC2=NN=NN2C)C=CC(=N1)C(C(F)(F)F)(F)F